C(#N)C1=C(C=CC=C1)N1CCC(CC1)CN1C(=NC2=CC=C(C=C2C1=O)NC(C1=CC=CC=C1)=O)CC N-[3-[[1-(2-cyanophenyl)-4-piperidyl]methyl]-2-ethyl-4-oxo-quinazolin-6-yl]benzamide